C(=O)C1=C(C2=CC=CC=C2C=C1)C#N formyl-1-naphthonitrile